FC=1C(=NC=NC1N(CC1=CC=C(C=C1)C(F)(F)F)C1(CC1)C)NCC1C(CN(CC1)CC(=O)N)O 2-(4-(((5-fluoro-6-((1-methylcyclopropyl)(4-(trifluoromethyl)benzyl)amino)pyrimidin-4-yl)amino)methyl)-3-hydroxypiperidin-1-yl)acetamide